3-(3-(methylamino)pyrrolidin-1-yl)-1,2,4-triazine-6-carboxamide CNC1CN(CC1)C=1N=NC(=CN1)C(=O)N